C(C)C1(CCC(CC1)(C)OC)C ETHYL-4-METHOXY-1,4-DIMETHYLCYCLOHEXANE